N-methyl-8-nitro-N-phenyl-[1,2,4]triazolo[4,3-a]quinazolin-5-amine CN(C1=NC=2N(C3=CC(=CC=C13)[N+](=O)[O-])C=NN2)C2=CC=CC=C2